methyl-(E)-4-[2-[2-[2-[2-[2-[bis(tert-butoxycarbonyl)amino]ethoxy] ethoxy]ethoxy] ethoxy]ethyl-methyl-amino]but-2-enoate COC(\C=C\CN(C)CCOCCOCCOCCOCCN(C(=O)OC(C)(C)C)C(=O)OC(C)(C)C)=O